methyl 4-[(4-cyclopropyl-3-pyridyl)sulfonimidoyl]benzoate C1(CC1)C1=C(C=NC=C1)S(=O)(=N)C1=CC=C(C(=O)OC)C=C1